O=N keto-amine